5-chloro-2-(4-((3-((2-(2-(2-((2-(2,6-dioxopiperidin-3-yl)-1-oxoisoindolin-5-yl)oxy)ethoxy)ethoxy)ethoxy)methyl)benzyl)oxy)piperidin-1-yl)pyrimidin ClC=1C=NC(=NC1)N1CCC(CC1)OCC1=CC(=CC=C1)COCCOCCOCCOC=1C=C2CN(C(C2=CC1)=O)C1C(NC(CC1)=O)=O